C(C)(C)(C)OC(NC1CN(CCC1F)C=1C2=C(N=CN1)C(=CC(=N2)C2=CC=C(C=C2)CN2CCOCC2)C(N)=O)=O N-(1-[8-carbamoyl-6-[4-(morpholin-4-ylmethyl)phenyl]pyrido[3,2-d]pyrimidin-4-yl]-4-fluoropiperidin-3-yl)carbamic acid tert-butyl ester